tert-butyl N-[2-[(4-bromo-1,5-dimethyl-pyrazol-3-yl)methoxy] ethyl]-N-methyl-carbamate BrC=1C(=NN(C1C)C)COCCN(C(OC(C)(C)C)=O)C